tyrosyl-D-arginyl-phenylalanyl-glycyl-amine N[C@@H](CC1=CC=C(C=C1)O)C(=O)N[C@H](CCCNC(N)=N)C(=O)N[C@@H](CC1=CC=CC=C1)C(=O)NCC(=O)N